tert-butyl 6-(3-cyano-6,6-dimethyl-4-(3-(((trifluoromethyl) sulfonyl) oxy)-naphthalen-1-yl)-6,7-dihydro-5H-cyclopenta[b]pyridin-2-yl)-2,6-diazaspiro[3.4]octane-2-carboxylate C(#N)C=1C(=C2C(=NC1N1CC3(CN(C3)C(=O)OC(C)(C)C)CC1)CC(C2)(C)C)C2=CC(=CC1=CC=CC=C21)OS(=O)(=O)C(F)(F)F